(R)-4-fluoroquinuclidine FC12CCN(CC1)CC2